C[C@]1(NCCOC1)C(=O)N (3R)-3-methylmorpholine-3-carboxamide